5'-(pyridin-4-yl)-[1,1':2',1''-terphenyl]-4'-carbonitrile N1=CC=C(C=C1)C1=C(C=C(C(=C1)C1=CC=CC=C1)C1=CC=CC=C1)C#N